FC(C=1C=C(C=CC1)NC(=O)C=1C=C(C=CC1)NS(=O)(=O)C1=CC=C(C=C1)CCC(=O)O)(F)F 3-(4-(N-(3-((3-(trifluoromethyl)phenyl)carbamoyl)phenyl)sulfamoyl)phenyl)propanoic acid